ClC1=C(C=CC(=C1)Cl)C(CN1N=CC=C1)OCC1=C(C=C(C=C1)Cl)Cl 1-(2-(2,4-dichlorophenyl)-2-((2,4-dichlorophenyl)methoxy)ethyl)-1H-pyrazole